pentanetetramine C(C(CCC)N)(N)(N)N